FC1=C(C=C(C=C1)F)N1CCN(CC1)C(CN1N=C(C2=C1CCC2)C(=O)N2C[C@H](O[C@H](C2)C)C)=O 1-[4-(2,5-Difluorophenyl)piperazin-1-yl]-2-{3-[(2R,6S)-2,6-dimethylmorpholin-4-carbonyl]-5,6-dihydrocyclopenta[c]pyrazol-1(4H)-yl}ethan-1-on